methyl 2-{[3-(benzyloxy)-2-(1,3-dioxolan-2-yl)phenyl]methoxy}acetate C(C1=CC=CC=C1)OC=1C(=C(C=CC1)COCC(=O)OC)C1OCCO1